6-(8-chloro-5,6-dihydro-4H-[1,4]oxazepino[5,6,7-de]quinazolin-9-yl)-N,N-bis(methoxybenzyl)-methyl-5-(trifluoromethyl)pyridin-2-amine ClC1=C2C=3C(=NC=NC3C=C1C1=C(C=C(C(=N1)N(C(C1=CC=CC=C1)OC)C(C1=CC=CC=C1)OC)C)C(F)(F)F)NCCO2